ClC1=NN(C2=NC(=NC=C21)C(=O)Cl)C chloro-1-methyl-1H-pyrazolo[3,4-d]pyrimidine-6-carbonyl chloride